C(C)(C)(C)OC(=O)N1[C@@H](CCC1)C(NCC1=CC=C(C=C1)OCC1=CC=C(C=C1)Cl)=O (S)-2-((4-((4-chlorobenzyl)oxy)benzyl)carbamoyl)pyrrolidine-1-carboxylic acid tert-butyl ester